di-tert-butyl[3,4,5,6-tetramethyl-2',4',6'-tri(propan-2-yl)biphenyl-2-yl]phosphane C(C)(C)(C)P(C1=C(C(=C(C(=C1C)C)C)C)C1=C(C=C(C=C1C(C)C)C(C)C)C(C)C)C(C)(C)C